C(C)OC1=C(C=CC(=C1F)F)[C@H]1[C@H](O[C@@]([C@@H]1C)(C(F)(F)F)C)C(=O)NC1=CC(=[N+](C=C1)[O-])C(=O)N (2S,3S,4R,5S)-4-[[3-(2-Ethoxy-3,4-difluoro-phenyl)-4,5-dimethyl-5-(trifluoromethyl)tetrahydrofuran-2-carbonyl]amino]-1-oxido-pyridin-1-ium-2-carboxamid